ClC1=NC=CC(=N1)C1=CN(C2=CC=CC=C12)C1CC1 3-(2-Chloropyrimidin-4-yl)-1-cyclopropyl-1H-indole